((3S,4S,6S)-4-(3,4-difluorophenyl)-6-(2-(methylamino)-2-oxoethyl)piperidin-3-yl)-5,6-dihydropyrazolo[1,5-d]thieno[3,2-f][1,4]oxazepine-2-carboxamide FC=1C=C(C=CC1F)[C@@H]1[C@H](CN[C@@H](C1)CC(=O)NC)C1=C(SC2=C1C=1N(CCO2)N=CC1)C(=O)N